rac-3-(4-(tert-butyl)phenyl)-1-phenylprop-2-yn-1-ol C(C)(C)(C)C1=CC=C(C=C1)C#C[C@H](O)C1=CC=CC=C1 |r|